3-[6-amino-4-(4-aminopiperidin-1-yl)-5-(5-chloro-1H-1,3-benzodiazol-2-yl)pyridin-3-yl]-5-methylbenzonitrile NC1=C(C(=C(C=N1)C=1C=C(C#N)C=C(C1)C)N1CCC(CC1)N)C1=NC2=C(N1)C=CC(=C2)Cl